FC(C(=O)O)(OC(C(OC(F)(F)F)(F)F)(F)F)F Perfluoro-3,6-dioxaheptanoic acid